1,4-Diphenylethynylbenzene C1(=CC=CC=C1)C#CC1=CC=C(C=C1)C1=CC=CC=C1